Ethyl (E)-2-((2'-(diphenylphosphino)-5-(trifluoromethyl)-[1,1'-biphenyl]-2-yl) methyl)-3-phenylacrylate C1(=CC=CC=C1)P(C1=C(C=CC=C1)C1=C(C=CC(=C1)C(F)(F)F)C/C(/C(=O)OCC)=C\C1=CC=CC=C1)C1=CC=CC=C1